OC(C)(C)C1=NN2C(C(N(CC2)C2=C(C=C(C=C2)C2=NC3=CC=C(C=C3C=N2)C(F)(F)F)C)=O)=C1C 2-(2-hydroxy-prop-2-yl)-3-methyl-5-(2-methyl-4-(6-(trifluoromethyl)-quinazolin-2-yl)phenyl)-6,7-dihydropyrazolo[1,5-a]pyrazin-4(5H)-one